C(C)(C)(C)OC(=O)NCC(=O)O Tert-butoxycarbonyl-glycine